2-(4-methoxy-3-nitrophenyl)ethanol COC1=C(C=C(C=C1)CCO)[N+](=O)[O-]